(R)-N-(4-nitro-2-fluorophenethyl)-2-hydroxypropionamide [N+](=O)([O-])C1=CC(=C(CCNC([C@@H](C)O)=O)C=C1)F